C(C1=CC=CC=C1)N1S(C2=C(C3=C1C=C(C=C3)OC)C=CC(=C2)OC)(=O)=O 6-benzyl-3,8-dimethoxy-6H-dibenzo[c,e][1,2]Thiazine 5,5-dioxide